C(CCCCCCCCCCCCCCCCCC)(=O)N1[C@@H](CCC1)C(=O)O N-n-nonadecanoyl-proline